2-(8-(dibenzo[b,d]thiophen-2-yl-d7)dibenzo[b,d]furan-3-yl-1,2,4,6,7,9-d6)-4,4,5,5-tetramethyl-1,3,2-dioxaborolane C1(=C(C(=C(C=2SC3=C(C21)C(=C(C(=C3[2H])[2H])[2H])[2H])[2H])[2H])C3=C(C(=C2C(C=1C(O2)=C(C(=C(C1[2H])[2H])B1OC(C(O1)(C)C)(C)C)[2H])=C3[2H])[2H])[2H])[2H]